2''-(Difluoromethyl)-5''-methoxy-4-methyl-2-carbonyl-2H-[1,2':4',4''-terpyridine]-5'-carboxylic acid FC(C1=NC=C(C(=C1)C1=CC(=NC=C1C(=O)O)N1C(C=C(C=C1)C)=C=O)OC)F